methyl 9-methyl-9H-fluorene-3-carboxylate CC1C2=CC=CC=C2C=2C=C(C=CC12)C(=O)OC